NC1=NC=CC(=C1Cl)SC1=CN=C(N=N1)N1CCC2(CC1)[C@@H](C1=CC=CC=C1C2)NS(=O)C(C)(C)C N-((S)-1'-(6-((2-amino-3-chloropyridin-4-yl)thio)-1,2,4-triazin-3-yl)-1,3-dihydrospiro[inden-2,4'-piperidin]-1-yl)-2-methylpropan-2-sulfinamide